5-cyclopropyl-2-(5-cyclopropyl-3-ethylsulfanyl-2-pyridyl)-3-methyl-6-(trifluoromethyl)imidazo[4,5-c]pyridin-4-one C1(CC1)N1C(C2=C(C=C1C(F)(F)F)N=C(N2C)C2=NC=C(C=C2SCC)C2CC2)=O